N1CC(C1)C(=O)N1CC2=CC(=CC=C2CC1)OC1=CC(=C(C=C1)C(F)(F)F)F azetidin-3-yl(7-(3-fluoro-4-(trifluoromethyl)phenoxy)-3,4-dihydroisoquinolin-2(1H)-yl)methanone